FC=1C=C2C(N(C=NC2=CC1F)CC1(CCN(CC12CCCC2)C(=O)OC(C)(C)C)O)=O tert-Butyl 10-((6,7-difluoro-4-oxoquinazolin-3(4H)-yl)methyl)-10-hydroxy-7-azaspiro[4.5]decane-7-carboxylate